5-(4-((7-ethyl-6-oxo-5,6-dihydro-1,5-naphthyridin-3-yl)methyl)piperazin-1-yl)-3-fluoro-N-methyl-picolinamide C(C)C=1C(NC=2C=C(C=NC2C1)CN1CCN(CC1)C=1C=C(C(=NC1)C(=O)NC)F)=O